NC=1SC=C(N1)C(=O)N1CC(CC1)(F)F (2-aminothiazol-4-yl)(3,3-difluoropyrrolidin-1-yl)methanone